(E)-3-(3-cyclopropyl-1-(pyridin-3-yl)prop-1-enyl)aniline C1(CC1)C/C=C(/C=1C=NC=CC1)\C=1C=C(N)C=CC1